ClC1=C(C=C(N=N1)NC1C[C@@H]2[C@@H](CN(C2)C(=O)OC(C)(C)C)C1)C(F)F tert-Butyl (3aR,5s,6aS)-5-((6-chloro-5-(difluoromethyl)pyridazin-3-yl)amino)hexahydrocyclopenta[c]pyrrole-2(1H)-carboxylate